CC1C(CC(C(C1)C(=O)O)C(=O)O)C(=O)O 5-methyl-1,2,4-cyclohexanetricarboxylic acid